1,3-bis(1,1-dimethylethyl) imidodicarbonate C(=O)(OC(C)(C)C)NC(=O)OC(C)(C)C